N-[4-(3-chlorophenoxy)-3-sulfamylphenyl]-2-(2,3,6-trichlorophenyl)acetamide ClC=1C=C(OC2=C(C=C(C=C2)NC(CC2=C(C(=CC=C2Cl)Cl)Cl)=O)S(N)(=O)=O)C=CC1